BrC=1C=C(C=CC1)C(C(=O)N[C@@H](CC(=O)OCC)C=1C=C(C=C(C1F)C)C1=C(C=CC=C1C)O)N1C(C=C(C(=C1)CCN(C)C)C(F)(F)F)=O ethyl (3S)-3-[2-(3-bromophenyl)-2-{5-[2-(dimethylamino)ethyl]-2-oxo-4-(trifluoromethyl)pyridin-1-yl}acetamido]-3-{4-fluoro-2'-hydroxy-5,6'-dimethyl-[1,1'-biphenyl]-3-yl}propanoate